CN1CCC2(CN(C2)C=2OC3=C(N2)C=C(C=C3)NC(=O)C=3C=CC2=C(CCO2)C3)CC1 2,3-dihydro-benzofuran-5-carboxylic acid [2-(7-methyl-2,7-diaza-spiro[3.5]non-2-yl)-benzooxazol-5-yl]-amide